5-(4-((3-ethyl-2-oxo-4-thioxo-1,2,3,4-tetrahydroquinazolin-7-yl)methyl)-2-oxopiperazin-1-yl)-N,6-dimethylpicolinamide C(C)N1C(NC2=CC(=CC=C2C1=S)CN1CC(N(CC1)C=1C=CC(=NC1C)C(=O)NC)=O)=O